tert-butyl (1S,3R,4R)-3-[2-(4-{3-[(3-fluoro-2-methoxyphenyl)amino]-4-oxo-1H,5H,6H,7H-pyrrolo[3,2-c]pyridin-2-yl}pyridin-3-yl)ethynyl]-2-azabicyclo[2.2.1]heptane-2-carboxylate FC=1C(=C(C=CC1)NC1=C(NC2=C1C(NCC2)=O)C2=C(C=NC=C2)C#C[C@@H]2N([C@H]1CC[C@@H]2C1)C(=O)OC(C)(C)C)OC